2-ethynyl-1,3-difluorobenzene C(#C)C1=C(C=CC=C1F)F